FC1=CC2=C(N=C(S2)NCC2N(C3CC(C2)C3)C(=O)C=3N=C(SC3C3=CC=CC=C3)C)C=C1 6-fluoro-N-{[2-(2-methyl-5-phenyl-1,3-thiazole-4-carbonyl)-2-azabicyclo[3.1.1]hept-3-yl]methyl}-1,3-benzothiazol-2-amine